BrC1=CC=CC(=N1)NC(=O)[C@H]1N(C[C@@H](C1)F)C(=O)OC(C)(C)C tert-Butyl (2S,4R)-2-((6-bromopyridin-2-yl)carbamoyl)-4-fluoropyrrolidine-1-carboxylate